(S)-(2-iodophenyl)(phenyl)methanol IC1=C(C=CC=C1)[C@@H](O)C1=CC=CC=C1